3,3-difluoro-6'-(4,4,5,5-tetramethyl-1,3,2-dioxaborolan-2-yl)-2',3'-dihydro-1'H-spiro[cyclobutane-1,4'-isoquinolin]-1'-one FC1(CC2(CNC(C3=CC=C(C=C23)B2OC(C(O2)(C)C)(C)C)=O)C1)F